FC(C1=CC=CN=N1)(F)F 6-(trifluoromethyl)pyridazin